2-acetamido-2-deoxy-3,4,6-tri-O-benzoyl-D-mannose C(C)(=O)N[C@H](C=O)[C@@H](OC(C1=CC=CC=C1)=O)[C@H](OC(C1=CC=CC=C1)=O)[C@H](O)COC(C1=CC=CC=C1)=O